1-(2-bromo-6-fluorophenyl)propan-1-one BrC1=C(C(=CC=C1)F)C(CC)=O